FC(CN1N=CNC1=O)(F)F 2-(2,2,2-trifluoroethyl)-2,4-dihydro-3H-1,2,4-triazol-3-one